3-amino-N-[(2-fluoro-3-methoxyphenyl)methyl]-1-{[6-(pyrrolidin-1-yl)pyridin-3-yl]methyl}pyrazole-4-carboxamide NC1=NN(C=C1C(=O)NCC1=C(C(=CC=C1)OC)F)CC=1C=NC(=CC1)N1CCCC1